1-benzoyl-4-bromopyrrolo[1,2-a]quinoline-3-carboxylate C(C1=CC=CC=C1)(=O)C1=CC(=C2N1C1=CC=CC=C1C=C2Br)C(=O)[O-]